tertbutyl N-[2-[3-(2,6-dibenzyloxy-3-pyridyl)-2-oxo-7-vinyl-benzimidazol-1-yl]ethyl]carbamate C(C1=CC=CC=C1)OC1=NC(=CC=C1N1C(N(C2=C1C=CC=C2C=C)CCNC(OC(C)(C)C)=O)=O)OCC2=CC=CC=C2